3,3-difluoro-9-(4-methoxycarbonylphenyl)-8-azaspiro[4.5]decane-8-carboxylic acid tert-butyl ester C(C)(C)(C)OC(=O)N1CCC2(CC(CC2)(F)F)CC1C1=CC=C(C=C1)C(=O)OC